O1C(COCC1)COC1=CC(=C(C(=N1)CCC1=CC=C(OCCOCCNC(OC(C)(C)C)=O)C=C1)CC)O tert-butyl (2-(2-(4-(2-(6-((1,4-dioxan-2-yl)methoxy)-3-ethyl-4-hydroxypyridin-2-yl)ethyl) phenoxy)ethoxy)ethyl)carbamate